C1C=CC=C2C1=C1N=C3C=CC=CC3=C1C=C2 1H-benzo[a]carbazole